ClC1=NC2=CC(=CC=C2C(=C1)C1=C(C=C(C=C1)F)Cl)O[C@@H](C(=O)N1C[C@H](CCC1)CC(=O)O)C 2-[(3R)-1-[(2R)-2-[[2-chloro-4-(2-chloro-4-fluoro-phenyl)-7-quinolyl]oxy]propanoyl]-3-piperidyl]acetic acid